5-chloro-2-[(1S,2R)-2-(6-fluoro-2,3-dimethylphenyl)-1-(5-oxo-4H-1,3,4-oxadiazol-2-yl)propyl]-3,4-dihydro-1lambda6,2-benzothiazine-1,1-dione ClC1=CC=CC2=C1CCN(S2(=O)=O)[C@@H]([C@H](C)C2=C(C(=CC=C2F)C)C)C=2OC(NN2)=O